rac-4-(2,3-dichloro-6-((2-(trimethylsilyl)ethoxy)methoxy)phenyl)-1-(6,7-dihydro-4H-pyrazolo[5,1-c][1,4]oxazin-3-yl)pyrrolidine-2-thione ClC1=C(C(=CC=C1Cl)OCOCC[Si](C)(C)C)[C@H]1CC(N(C1)C=1C=NN2C1COCC2)=S |r|